FC1(CN(CC1)C1=C(C=NC=2NC3=C(C=C(C=C3C21)F)NC)C=2C=C1C(C(=CN(C1=NC2)C)C(=O)O)=O)F 6-[4-(3,3-difluoropyrrolidin-1-yl)-6-fluoro-8-(methylamino)-9H-pyrido[2,3-b]indol-3-yl]-1-methyl-4-oxo-1,8-naphthyridine-3-carboxylic acid